[O-2].[La+3].[O-2].[O-2].[La+3] Lanthanum(III) oxide